3-[4-[2-[5-[[4-[(1,1-dioxo-1,2-thiazolidin-2-yl)methyl]-6,7-difluoro-1H-indol-5-yl]oxy]-2-fluoro-phenyl]-1H-imidazol-4-yl]-4-methyl-chroman-8-yl]propanoic acid O=S1(N(CCC1)CC1=C2C=CNC2=C(C(=C1OC=1C=CC(=C(C1)C=1NC=C(N1)C1(CCOC2=C(C=CC=C12)CCC(=O)O)C)F)F)F)=O